1,2-diphenylnaphthalene C1(=CC=CC=C1)C1=C(C=CC2=CC=CC=C12)C1=CC=CC=C1